F[Sb-](F)(F)(F)(F)F.C1(=CC=CC=C1)SC1=CC=CC=C1 diphenylsulfide hexafluoroantimonate